C(C1=CC=CC=C1)OC1=C(C(=O)O)C=C(C=C1CS(=O)(=O)CC1=C(C(=CC(=C1)OCC1=CC=CC=C1)C(=O)O)OCC1=CC=CC=C1)OCC1=CC=CC=C1 2,5-dibenzyloxy-3-[(2,5-dibenzyloxy-3-carboxy-phenyl)methylsulfonyl-methyl]benzoic acid